C(C=C)(=O)OCCOC1=CC2=CC3=CC=CC=C3C=C2C=C1 2-(anthracen-2-yloxy)ethyl acrylate